C(C)(=O)O.OCCNN hydroxyethyl-hydrazine acetate